Glycerol α-monolaurate CCCCCCCCCCCC(=O)OCC(CO)O